N(=[N+]=[N-])C=1C(=NC(=CC1)OC)C 3-azido-6-methoxy-2-methylpyridine